octylamino-2,6-dichloro-1,3,5-triazine C(CCCCCCC)NC1=NC(=NC(=N1)Cl)Cl